CC(C(=O)N)(C)S(=O)(=O)C1=CC(=CC=C1)OC[C@H]1OC1 (S)-2-methyl-2-((3-(oxiran-2-ylmethoxy)phenyl)sulfonyl)propanamide